BrC1=CC(N(C=C1OC1=C(C=CC=C1C)C)C)=O 4-bromo-5-(2,6-dimethylphenoxy)-1-methylpyridin-2(1H)-one